4-((2-phenyl-7-(((tetrahydro-2H-pyran-4-yl)methyl)amino)-1H-indol-5-yl)methyl)thiomorpholine-1,1-dioxide C1(=CC=CC=C1)C=1NC2=C(C=C(C=C2C1)CN1CCS(CC1)(=O)=O)NCC1CCOCC1